N-tert-butyl-2-[(2-{4-[(2S)-2-hydroxy-2-methylbutoxy]pyridin-2-yl}-5H,6H,7H-cyclopenta[d]pyrimidin-4-yl)(methyl)amino]acetamide C(C)(C)(C)NC(CN(C)C=1C2=C(N=C(N1)C1=NC=CC(=C1)OC[C@@](CC)(C)O)CCC2)=O